FC1(CCN(CCC1)C1=NC2=CC=CC=C2C=C1C(=O)NC=1C=C(C=CC1)B(O)O)F (3-(2-(4,4-difluoroazepan-1-yl)quinoline-3-carboxamido)phenyl)boronic acid